ClC(C(=O)N)C chloropropaneamide